ClC1=NC2=CC=C(N=C2C(=C1C#N)Cl)Cl 2,4,6-trichloro-1,5-naphthyridine-3-carbonitrile